CC1(CCN(CC1)C(=O)N1N=C(C=C1)NS(=O)(=O)C)N(CC=1C(=NC(=CC1)C(F)(F)F)N1CCCC1)C N-(1-(4-Methyl-4-(methyl((2-(pyrrolidin-1-yl)-6-(trifluoromethyl)pyridin-3-yl)methyl)amino)piperidine-1-carbonyl)-1H-pyrazol-3-yl)methanesulfonamide